Cl.CC=1C(=NC(=NC1)NC=1C=NN(C1)C1CCNCC1)C1=CC=C(C(=O)N2CC(C2)C#N)C=C1 (4-(5-methyl-2-((1-(piperidin-4-yl)-1H-pyrazol-4-yl)amino)pyrimidin-4-yl)benzoyl)azetidine-3-carbonitrile hydrochloride